(S)-(2-((2-hydroxypropyl)amino)-5,6,7,8-tetrahydropyrimido[4',5':3,4]cyclohepta[1,2-b]indol-9-yl)dimethylphosphine oxide O[C@H](CNC=1N=CC2=C(C3=C(NC=4C(=CC=CC34)P(C)(C)=O)CCC2)N1)C